Sodium (S)-2-(4-bromo-2-cyclobutylphenoxy)-3-methoxypropanoate BrC1=CC(=C(O[C@H](C(=O)[O-])COC)C=C1)C1CCC1.[Na+]